(Z)-cyclododecene C/1=C/CCCCCCCCCC1